OCCCC(=O)O Gamma-hydroxybutyric acid